4-((triisopropylsilyl)ethynyl)-1H-pyrrolo[2,3-b]pyridine-3-carboxylic acid C(C)(C)[Si](C(C)C)(C(C)C)C#CC1=C2C(=NC=C1)NC=C2C(=O)O